5-chloro-N1-cyclopropyl-4-iodobenzene-1,2-diamine ClC1=C(C=C(C(=C1)NC1CC1)N)I